N-(5-(4-(4,5-difluoro-2-(2-hydroxybutan-2-yl)phenyl-amino)-1,3,5-triazin-2-ylamino)-2-((R)-2-((dimethylamino)methyl)pyrrolidin-1-yl)-4-methoxyphenyl)acrylamide FC1=CC(=C(C=C1F)NC1=NC(=NC=N1)NC=1C(=CC(=C(C1)NC(C=C)=O)N1[C@H](CCC1)CN(C)C)OC)C(C)(CC)O